C(C1=CC=CC=C1)NC(C1=CC(=C(C(=C1)C)B1OC(C(O1)(C)C)(C)C)C)=O N-benzyl-3,5-dimethyl-4-(4,4,5,5-tetramethyl-1,3,2-dioxaborolan-2-yl)benzamide